NC=1C(=NC(=CC1C1=CC(=C(C=C1)N1C(N(C=C1)C)=O)Cl)F)Br 1-[4-(3-amino-2-bromo-6-fluoro-pyridin-4-yl)-2-chloro-phenyl]-3-methyl-1,3-dihydro-imidazol-2-one